COCCOC=1C=C(C=NC1)C(CC(=O)O)N1N=C(C=C1)CCCC1=NC=2NCCCC2C=C1 3-(5-(2-methoxyethoxy)pyridin-3-yl)-3-(3-(3-(5,6,7,8-tetrahydro-1,8-naphthyridin-2-yl)propyl)-1H-pyrazol-1-yl)propionic acid